ClC1=C(C=CC(=C1)OC)CN(C(=O)NCC1=CC=C(C=C1)OCC(C)C)C1CCN(CC1)C 1-[(2-chloro-4-methoxyphenyl)methyl]-1-(1-methylpiperidin-4-yl)-3-{[4-(2-methylpropyloxy)phenyl]methyl}urea